2-(difluoromethyl)-3-fluoro-6-methyl-phenylacetic acid FC(C1=C(C(=CC=C1F)C)CC(=O)O)F